5-(4-(1,1,2,2-Tetrafluoroethoxy)phenyl)-1-(1H-benzo[d]imidazol-5-yl)imidazolidin-2-on FC(C(F)F)(OC1=CC=C(C=C1)C1CNC(N1C1=CC2=C(NC=N2)C=C1)=O)F